tert-Butyl (1R,3S)-3-hydroxycyclohexylcarbamate O[C@@H]1C[C@@H](CCC1)NC(OC(C)(C)C)=O